5-(1-methyl-1H-indazol-6-yl)-2-((1-methylpiperidin-4-yl)ethynyl)thiazole CN1N=CC2=CC=C(C=C12)C1=CN=C(S1)C#CC1CCN(CC1)C